COC1=NC=CC(=C1)C1=C(C=2CCC2C=C1)NC(=O)N=[S@](=O)(N)C=1C=NN2C1OC(C2)(C)C (R)-N'-((3-(2-methoxypyridin-4-yl)bicyclo[4.2.0]octa-1(6),2,4-trien-2-yl)carbamoyl)-2,2-dimethyl-2,3-dihydropyrazolo[5,1-b]oxazole-7-sulfonimidamide